6-(2-(methylthio)ethyl)-4,5,6,7-tetrahydrothieno[2,3-c]pyridine CSCCN1CC2=C(CC1)C=CS2